CN(C)C1=CC=C(C=C1)C(=C)C1=CC=CC=C1 (1-[4-(N,N-dimethylamino)phenyl])-1-phenyl-ethylene